C(N)(O[C@H]1[C@H](C2=C(C=CC=C2CC1)Cl)OCOC)=O (1S,2R)-8-chloro-1-(methoxymethoxy)-1,2,3,4-tetrahydronaphthalen-2-yl carbamate